C(C1=CC=CC=C1)OC(=O)N1CC=CC1 2,5-dihydro-1H-pyrrole-1-carboxylic acid benzyl ester